C(CCCCCC)(=O)OCCOCCOCCOC(CCCCCC)=O triethylene glycol di(n-heptanoate)